1,2-dioleyloxy-3-(N-methylpiperazino)propane C(CCCCCCC\C=C/CCCCCCCC)OCC(CN1CCN(CC1)C)OCCCCCCCC\C=C/CCCCCCCC